BrC1=C(C=CC(=C1)C1=NN=C(N1)C)C(=O)N1CCC(CC1)(F)F [2-bromo-4-(5-methyl-4H-1,2,4-triazol-3-yl)phenyl]-(4,4-difluoropiperidin-1-yl)methanone